6-((3R,5S)-3,5-dimethyl-4-(2,2,2-trifluoroethyl)piperazin-1-yl)-2-methylpyridin-3-amine C[C@@H]1CN(C[C@@H](N1CC(F)(F)F)C)C1=CC=C(C(=N1)C)N